NC=1NC2=NC=C(N=C2C(N1)=O)CNC1=CC=C(C(=O)N[C@@H](CCC(=O)O)C(=O)O)C=C1 N-(4-{[(2-amino-4-oxo-1,4-dihydropteridin-6-yl)methyl]-amino}-benzoyl)-L-glutamic acid